NC=1C2=C(N=CN1)N(C=C2C#CC2=C(C(=O)NC1=CC(=C(C=C1)CN1CCN(CC1)C)C(F)(F)F)C=CC(=C2)C)C2CCC(CC2)O ((4-amino-7-((1r,4r)-4-hydroxycyclohexyl)-7H-pyrrolo[2,3-d]pyrimidin-5-yl)ethynyl)-4-methyl-N-(4-((4-methylpiperazin-1-yl)methyl)-3-(trifluoromethyl)phenyl)benzamide